[(3S)-3-{[(7-Chloro-1-cyclopropyl-6-fluoro-4-oxo-1,4-dihydroquinolin-3-yl)methyl][(2-methylpyridin-4-yl)methyl]amino}piperidin-1-yl]pyridine-2-carboxamide ClC1=C(C=C2C(C(=CN(C2=C1)C1CC1)CN([C@@H]1CN(CCC1)C=1C(=NC=CC1)C(=O)N)CC1=CC(=NC=C1)C)=O)F